ClC1=C(C=NC(=C1)Cl)NC(=S)NC(C1=CC=CC=C1)=O N-((4,6-dichloropyridin-3-yl)carbamothioyl)benzamide